heptafluoro-1-n-butanol FCC(C(C(O)(F)F)(F)F)(F)F